ClC1=NC(=NC(=N1)Cl)C=1C=C(C#N)C=CC1 3-(4,6-dichloro-1,3,5-triazin-2-yl)benzonitrile